3-(9-((4-(aminomethyl)-2-methylphenyl)carbamoyl)-4,5-dihydrobenzo[b]thieno[2,3-d]oxepin-8-yl)-6-(butylcarbamoyl)picolinic acid NCC1=CC(=C(C=C1)NC(=O)C1=CC2=C(OCCC3=C2SC=C3)C=C1C=1C(=NC(=CC1)C(NCCCC)=O)C(=O)O)C